[C@@H]1(C[C@H](OP(=O)(O)OC[C@@H]2[C@H](C[C@@H](O2)N2C=NC=3C(=O)NC(N)=NC23)O)[C@@H](CO)O1)N1C(=O)N=C(N)N=C1 2'-deoxy-5-azacytidylyl-(3'-5')-deoxyguanosine